CN1N=C(C(=C1)C1=C2CCN(C(C2=CC(=C1)CN1C(=NC=C1)C)=O)[C@H](C)C1=NC=C(C#N)C(=C1)OCC)C (R)-6-(1-(5-(1,3-dimethyl-1H-pyrazol-4-yl)-7-((2-methyl-1H-imidazol-1-yl)methyl)-1-oxo-3,4-dihydroisoquinolin-2(1H)-yl)ethyl)-4-ethoxynicotinonitrile